FC(CC1CN(C1)C=1C=CC2=C(N=C(O2)C2=C3C=C(N=CC3=C(N=C2)NC)C2(CC2)C(=O)N)C1)F (5-(5-(3-(2,2-difluoroethyl)azetidin-1-yl)benzo[d]oxazol-2-yl)-8-(methylamino)-2,7-naphthyridin-3-yl)cyclopropanecarboxamide